COC(=O)C=1SC=C(C1NC(C(C)NCCC)=O)C 4-methyl-3-[[1-oxo-2-(propylamino)-propyl]amino]-2-thiophenecarboxylic acid methyl ester